FC(C1=NC=C(C#N)C=C1)(OC=1C=CC=C2C=CC=NC12)F 6-(difluoro(quinolin-8-yloxy)methyl)nicotinonitrile